C(C)(=O)OC\C=C(/CCC=C(C)C)\C (2Z)-3,7-dimethyl-2,6-octadien-1-yl acetate